NC1=NC(N(C2=CC(=CC=C12)C1CC1)C1=C(C=CC=C1)C)=O 4-amino-7-cyclopropyl-1-(o-tolyl)quinazolin-2(1H)-one